N-((R)-1-(3-Amino-5-(1,1-difluoro-2-methoxyethyl)phenyl)ethyl)-7-methoxy-2-methyl-6-(((S)-1-(2,2,2-trifluoroethyl)pyrrolidin-3-yl)oxy)quinazolin-4-amine NC=1C=C(C=C(C1)C(COC)(F)F)[C@@H](C)NC1=NC(=NC2=CC(=C(C=C12)O[C@@H]1CN(CC1)CC(F)(F)F)OC)C